(2-FLUORO-5-([METHYL(PHENYL)AMINO]METHYL)PHENYL)BORANEDIOL FC1=C(C=C(C=C1)CN(C1=CC=CC=C1)C)B(O)O